C(C1=CC=CC=C1)C1=NC(=NN1)C(=O)N[C@@H]1C(N(C2=C(OC1)C=CC(=C2)N2CCC1(CCCN(C1=O)CC1=CC=CC=C1)CC2)C)=O (S)-5-benzyl-N-(7-(2-benzyl-1-oxo-2,9-diazaspiro[5.5]undecan-9-yl)-5-methyl-4-oxo-2,3,4,5-tetrahydrobenzo[b][1,4]oxazepin-3-yl)-1H-1,2,4-triazole-3-carboxamide